CC1(C(=NN(C1)S(=O)(=O)C1=NN(N=C1)C)C1=CC=C(C=C1)Cl)C1=CC=CC=C1 methyl-3-(4-chlorophenyl)-N-((2-methyl-2H-1,2,3-triazol-4-yl)sulfonyl)-4-phenyl-4,5-dihydro-1H-pyrazole